[3-(benzylmethylamino)propyl]trimethoxysilane C(C1=CC=CC=C1)N(CCC[Si](OC)(OC)OC)C